COCC1CN(CCC1)CC1=CC=C(C=C1)C=1C=C2C(=NC1)N(C=C2C=2C=NC(=CC2)OC)S(=O)(=O)C2=CC=C(C)C=C2 5-(4-((3-(METHOXYMETHYL)PIPERIDIN-1-YL)METHYL)PHENYL)-3-(6-METHOXYPYRIDIN-3-YL)-1-TOSYL-1H-PYRROLO[2,3-B]PYRIDINE